O1CC(C1)C1=CC=CC(=N1)N 6-(Oxetan-3-yl)pyridin-2-amine